5-fluoro-6-methoxynicotinamide FC=1C(=NC=C(C(=O)N)C1)OC